(3S)-6-[3-(4-chloro-3-methyl-phenyl)-1,2,4-oxadiazol-5-yl]-2,2-dimethyl-3,4-dihydropyran ClC1=C(C=C(C=C1)C1=NOC(=N1)C1=CCCC(O1)(C)C)C